C[C@H]1[C@H](CCC1)NC=1C2=C(N=C(N1)C1=CC=NC=C1)C=NC=C2 N-((1S,2R)-2-methylcyclopentyl)-2-(pyridin-4-yl)pyrido[3,4-d]Pyrimidine-4-amine